C(#N)C1=CC=C(N1C)C(=O)N[C@H](C=1N=C2N(N=C(C=C2)CC2C(NC[C@@H](C2)C(F)(F)F)=O)C1)C1CCC(CC1)(F)F 5-cyano-N-((1S)-(4,4-difluorocyclohexyl)(6-(((5R)-2-oxo-5-(trifluoromethyl)piperidin-3-yl)methyl)imidazo[1,2-b]pyridazin-2-yl)methyl)-1-methyl-1H-pyrrole-2-carboxamide